FC1=C(C(=NC(=N1)C=1SC(=CC1)[N+](=O)[O-])OC)C(F)(F)F 6-fluoro-4-methoxy-2-(5-nitro-2-thienyl)-5-(trifluoromethyl)pyrimidine